FC1=C(C2=C(C=CC=C2C=C1)C1=C(C=2N=C(N=C(C2C=N1)O)OC[C@]12CCCN2C[C@@H](C1)F)F)CCCC(=O)O 4-(2-fluoro-8-(8-fluoro-2-(((2R,7aS)-2-fluorotetrahydro-1H-pyrrolizin-7a(5H)-yl)methoxy)-4-hydroxypyrido[4,3-d]pyrimidin-7-yl)naphthalen-1-yl)butanoic acid